isotridecanyl stearate C(CCCCCCCCCCCCCCCCC)(=O)OCCCCCCCCCCC(C)C